C(CCC)N(CCCC)C=NC1=NC2=NC(=CC=C2C=C1I)O 2-(N,N-Dibutylaminomethylidene)amino-7-hydroxy-3-iodo-1,8-naphthyridine